1-(4-methylcyclohexyl)-3-(4-(tetrahydro-2H-pyran-4-yl)-3-(2-trityl-2H-tetrazol-5-yl)phenyl)urea CC1CCC(CC1)NC(=O)NC1=CC(=C(C=C1)C1CCOCC1)C=1N=NN(N1)C(C1=CC=CC=C1)(C1=CC=CC=C1)C1=CC=CC=C1